8-oxo-5,8-dihydro-1,5-naphthyridine-2-carbonitrile O=C1C=CNC=2C=CC(=NC12)C#N